(4-Octyloxyphenyl)-diphenyl-sulfonium tetrakis-(3,5-bis-trifluoromethylphenyl)-borat FC(C=1C=C(C=C(C1)C(F)(F)F)[B-](C1=CC(=CC(=C1)C(F)(F)F)C(F)(F)F)(C1=CC(=CC(=C1)C(F)(F)F)C(F)(F)F)C1=CC(=CC(=C1)C(F)(F)F)C(F)(F)F)(F)F.C(CCCCCCC)OC1=CC=C(C=C1)[S+](C1=CC=CC=C1)C1=CC=CC=C1